C(C)N(C(OC(C)(C)C)=O)C1CCN(CC1)C=1C2=CN(N=C2C(=CC1)C(NC=1C=C(C=2N(C1)C=C(N2)C)CNS(=O)(=O)C)=O)C tert-butyl N-ethyl-N-[1-[7-[[8-(methanesulfonamidomethyl)-2-methyl-imidazo[1,2-a]pyridin-6-yl]carbamoyl]-2-methyl-indazol-4-yl]-4-piperidyl]carbamate